NC(=O)C=1C=C2C(N(C(=NC2=CC1)N1CCN(CC1)C1=CC=C(C=C1)F)C1=CC(=CC=C1)C(F)(F)F)CC(=O)OC(C)(C)C Tert-butyl {6-(aminocarbonyl)-2-[4-(4-fluorophenyl)piperazin-1-yl]-3-[3-(trifluoromethyl)phenyl]-3,4-dihydroquinazolin-4-yl}acetate